7-chloro-3-iodo-1-isopropyl-2-methyl-quinolin-4-one ClC1=CC=C2C(C(=C(N(C2=C1)C(C)C)C)I)=O